(S)-1-(3-(4-((6-phenoxypyridin-3-yl)amino)pyrido[3,2-d]pyrimidin-6-yl)piperidin-1-yl)prop-2-en-1-one O(C1=CC=CC=C1)C1=CC=C(C=N1)NC=1C2=C(N=CN1)C=CC(=N2)[C@@H]2CN(CCC2)C(C=C)=O